C(CCCCCCC)(=O)OC(OC(CCCCCCC)=O)=O.C1(=C(C=CC=C1)SCC(=O)C1=CC=C(C=C1)C1=NOC(=N1)C(F)(F)F)C 2-(o-tolylthio)-1-(4-(5-(trifluoromethyl)-1,2,4-oxadiazol-3-yl)phenyl)ethan-1-one Dicaprylyl-Carbonate